C(C)(C)(C)OC(=O)N1C(=CC=C1)C1=NC=C(C=C1)C(F)(F)F (5-(trifluoromethyl)pyridin-2-yl)-1H-pyrrole-1-carboxylic acid tert-butyl ester